CN1C(C=2N=CN([C@H]3[C@H](O)[C@H](O)[C@@H](CO)O3)C2N=C1)=N 1-methyladenosin